ClC=1C(=NC(=NC1)NC1=C(C=C(C=C1)N1CCC(CC1)N1CCN(CC1)C)OC)NC1=C(C=CC=C1)B(O)O 2-{[5-chloro-2-({2-methoxy-4-[4-(4-methylpiperazin-1-yl)piperidin-1-yl]phenyl}amino)pyrimidin-4-yl]amino}phenylboronic acid